2-Methoxy-5-[1-[4-[5-(trifluoromethyl)-1,2,4-oxadiazol-3-yl]phenyl]ethyl]-pyridine COC1=NC=C(C=C1)C(C)C1=CC=C(C=C1)C1=NOC(=N1)C(F)(F)F